3,3',3''-[1,5,9-triazacyclododecane-1,5,9-triyltris(methylene)]tris[N-(1,3-dihydroxypropan-2-yl)-2-hydroxy-5-methylbenzamide] N1(CCCN(CCCN(CCC1)CC=1C(=C(C(=O)NC(CO)CO)C=C(C1)C)O)CC=1C(=C(C(=O)NC(CO)CO)C=C(C1)C)O)CC=1C(=C(C(=O)NC(CO)CO)C=C(C1)C)O